methyl 2-chloro-5-[[1-(trifluoromethylsulfonylamino)cyclopropyl]methoxy]pyridine-3-carboxylate ClC1=NC=C(C=C1C(=O)OC)OCC1(CC1)NS(=O)(=O)C(F)(F)F